N1CC(C1)CN1C2=C(OCC1)C(=CC(=C2)C(=O)N[C@H](C)C=2C=NC(=NC2)C(F)(F)F)C=2SC(=CN2)C (R)-4-(azetidin-3-ylmethyl)-8-(5-methylthiazol-2-yl)-N-(1-(2-(trifluoromethyl)pyrimidin-5-yl)ethyl)-3,4-dihydro-2H-benzo[b][1,4]oxazine-6-carboxamide